(6S)-4-(7-(8-ethyl-7-fluoro-3-(methoxymethoxy)naphthalen-1-yl)-2,6,8-trifluoroquinazolin-4-yl)-6-methyl-1,4-oxaazepan-6-ol C(C)C=1C(=CC=C2C=C(C=C(C12)C1=C(C=C2C(=NC(=NC2=C1F)F)N1CCOC[C@](C1)(O)C)F)OCOC)F